FC1=C(C=CC(=C1)F)CS(=O)(=O)NC1=CC=C(C=C1)NC(=O)NCC1=CC=NC=C1 1-(2,4-difluorophenyl)-N-(4-(3-(pyridin-4-ylmethyl)ureido)phenyl)methanesulfonamide